4-(1-(5-Bromopyridin-2-yl)-2,2,2-trifluoroethyl)morpholin-3-one BrC=1C=CC(=NC1)C(C(F)(F)F)N1C(COCC1)=O